ClC=1C(=NC(=NC1)NC1=C(C=C(C=C1)C1CCN(CC1)C)OC)OC1=C2C(N(C3(C2=CC=C1)CC3)C)=O 4'-((5-chloro-2-((2-methoxy-4-(1-methylpiperidin-4-yl)phenyl)amino)pyrimidin-4-yl)oxy)-2'-methylspiro[cyclopropane-1,1'-isoindolin]-3'-one